4-(2-(6-(5-fluoropyridin-3-yl)-1-isopropyl-1H-pyrazolo[3,4-d]pyrimidin-4-ylamino)ethyl)phenol FC=1C=C(C=NC1)C1=NC(=C2C(=N1)N(N=C2)C(C)C)NCCC2=CC=C(C=C2)O